F[B-](F)(F)F.C1(=CC=CC=C1)C=1OCC[NH+]1 2-phenyl-2-oxazolinium tetrafluoroborate salt